(S)-6-(2-amino-6-fluoro-5-(4-(3-methoxypyrrolidin-1-yl)phenyl)pyridin-3-yl)-3,4-dihydroisoquinolin-1(2H)-one NC1=NC(=C(C=C1C=1C=C2CCNC(C2=CC1)=O)C1=CC=C(C=C1)N1C[C@H](CC1)OC)F